C1(CC1)C1=NC=CC=C1C1=C(OC=2C(=NC=NC2)N2CC3(CCN(C3)CC3=CC=C4C(C(NC4=C3)=O)(C)C)CC2)C=CC(=C1)F 6-((7-(5-(2-(2-cyclopropylpyridin-3-yl)-4-fluorophenoxy)pyrimidin-4-yl)-2,7-diazaspiro[4.4]nonan-2-yl)methyl)-3,3-dimethylindolin-2-one